C(C)(C)(C)OC(NC1=CC(=CC=C1)C1=NNC(C2=CC=CC=C12)=O)=O (3-(4-oxo-3,4-dihydrophthalazin-1-yl)phenyl)carbamic acid tert-butyl ester